O1CCN(CC1)C=1C=CC2=C(NC(=N2)C2=NNC3=CC=C(C=C23)C(=O)NC[C@H]2CN(CC2)C(=O)OC(C)(C)C)C1 tert-butyl (S)-3-((3-(6-morpholino-1H-benzo[d]imidazol-2-yl)-1H-indazole-5-carboxamido)methyl)pyrrolidine-1-carboxylate